N-{3-[2-(2-carbamoyl-2-methylideneethyl)-3-oxo-1H,2H,3H-benzo[e]isoindol-8-yl]phenyl}oxane-4-carboxamide C(N)(=O)C(CN1C(C=2C=CC3=C(C2C1)C=C(C=C3)C=3C=C(C=CC3)NC(=O)C3CCOCC3)=O)=C